FC=1C=C(C=CC1OC1=NC=CC(=N1)C)C=1C(=NN(C1C1=CC=C(C=C1)[N+](=O)[O-])C)C(=O)N 4-(3-fluoro-4-((4-methylpyrimidin-2-yl)oxy)phenyl)-1-methyl-5-(4-nitrophenyl)-1H-pyrazole-3-carboxamide